BrC=1C=CC(=NC1)C1=NNC=N1 5-bromo-2-(1H-1,2,4-triazol-3-yl)pyridine